ClC=1C=CC=C(C1OC=1C=C2C(=CC(=NC2=CC1)C1=CC(=NC=C1)F)C)Cl 3,5-dichloro-4-((4-methyl-2-(2-fluoropyridin-4-yl)quinolin-6-yl)oxy)benzene